O=C1NC(CC[C@H]1N1CCC2=C(C=CC=C12)N1CCN(CC1)CC(=O)OC(C)(C)C)=O |r| Racemic-tert-butyl 2-(4-(1-(2,6-dioxopiperidin-3-yl) indolin-4-yl)piperazin-1-yl)acetate